N-[3-[4-[[1-[(4aR,8aS)-3-oxo-4,4a,5,7,8,8a-hexahydropyrido[4,3-b][1,4]oxazine-6-carbonyl]-4-piperidinylidene]-phenyl-methyl]phenyl]propyl]carbamic acid tert-butyl ester C(C)(C)(C)OC(NCCCC1=CC=C(C=C1)C(C1=CC=CC=C1)=C1CCN(CC1)C(=O)N1C[C@@H]2[C@@H](OCC(N2)=O)CC1)=O